7-amino-8-(3-methoxy-2,6-dimethylphenyl)-3-methyl-3,8-dihydro-[1,2,3]triazolo[4,5-g]indole-6-carbonitrile NC=1N(C=2C3=C(C=CC2C1C#N)N(N=N3)C)C3=C(C(=CC=C3C)OC)C